2-isobutyl-1,4-naphthalenediol C(C(C)C)C1=C(C2=CC=CC=C2C(=C1)O)O